O=C1NC(CCC1C1=CC=C(C=C1)N1C[C@@H](CC1)N(C(OC(C)(C)C)=O)CC=O)=O tert-Butyl N-[(3R)-1-[4-(2,6-dioxo-3-piperidyl)phenyl]pyrrolidin-3-yl]-N-(2-oxo ethyl)carbamate